(2S,3S)-3-hydroxy-2-methylazetidin O[C@@H]1[C@@H](NC1)C